[N+](=O)([O-])C1=CC=C(C=C1)C1=CC=C(C=C1)OCCOC1=CC=C(C=C1)[N+](=O)[O-] 4-nitro-4'-(2-(4-nitrophenoxy)ethoxy)-1,1'-biphenyl